1-(5-(tert-butyl)pyridin-3-yl)-3-(2-(1-methyl-1H-imidazo[1,2-b]pyrazole-7-carbonyl)-2-azaspiro[3.3]heptan-6-yl)urea C(C)(C)(C)C=1C=C(C=NC1)NC(=O)NC1CC2(CN(C2)C(=O)C2=C3N(N=C2)C=CN3C)C1